FC1=CC=C(C=C1)C=1NC(SC1)N/N=C/C=1N=C(C=2N(C3=CC=CC=C3C2C1)CC1=CC=C(C=C1)F)C(C)C 4-(4-fluorophenyl)-2-(((E)-(9-(4-fluorobenzyl)-1-isopropyl-β-carbolin-3-yl)methylene)hydrazino)-2,3-dihydrothiazole